N-(6-(4-cyanophenyl)thiazolo[4,5-b]pyrazin-2-yl)-4-(2-methoxyphenyl)nicotinamide C(#N)C1=CC=C(C=C1)C=1N=C2C(=NC1)N=C(S2)NC(C2=CN=CC=C2C2=C(C=CC=C2)OC)=O